[N+](=O)([O-])C1=CC=C(C=C1)N1CCN(CC1)N 4-(4-nitrophenyl)piperazine-1-amine